2-(1H-imidazol-1-yl)-7-methyl-5-((2-(trimethylsilyl)ethoxy)methyl)-5H-pyrrolo[3,2-d]pyrimidine-4-carboxylic acid ethyl ester C(C)OC(=O)C=1C2=C(N=C(N1)N1C=NC=C1)C(=CN2COCC[Si](C)(C)C)C